(N-Bromosuccinimide) HCl Cl.BrN1C(CCC1=O)=O